C1(=CC=CC=C1)C(C=CC1=CC=C(C=C1)C)=O 1-phenyl-3-(4-methyl-phenyl)-2-propen-1-one